C1(=CC=CC=2C3=CC=CC=C3CC12)C#N fluorenenitrile